OC(=O)C(F)(F)F.C1(CCCCC1)C=1C=CC(=NC1)CN(C(=O)[C@@H]1NCC1)C=1C=C2C=NN(C(C2=CC1)=O)CO (R)-N-((5-cyclohexylpyridin-2-yl)methyl)-N-(2-(hydroxymethyl)-1-oxo-1,2-dihydrophthalazin-6-yl)azetidine-2-carboxamide TFA salt